C(#N)C1=NN(C=C1C=1C=C2CCNC(C2=CC1)=O)C=1C=C(C=CC1)NC(C=C)=O N-(3-(3-cyano-4-(1-oxo-1,2,3,4-tetrahydroisoquinolin-6-yl)-1H-pyrazol-1-yl)phenyl)acrylamide